(S)-N-((5-fluoro-2-((2,2,4-trimethylpiperidin-1-yl)methyl)-1H-indol-6-yl)methyl)-4-oxo-4H-pyrido[1,2-a]pyrimidine-2-carboxamide FC=1C=C2C=C(NC2=CC1CNC(=O)C=1N=C2N(C(C1)=O)C=CC=C2)CN2C(C[C@H](CC2)C)(C)C